NCCC(=O)NC1CC(C1)N1C=CC2=CC=CC(=C12)C N-((1r,3r)-3-(3-aminopropanamido)cyclobutyl)-7-methyl-1H-indole